(S)-3-(tert-butylamino)-2-(4-chlorophenyl)-1-(4-((5R,7R)-7-hydroxy-5-methyl-6,7-dihydro-5H-cyclopenta[d]pyrimidin-4-yl)piperazin-1-yl)propan-1-one C(C)(C)(C)NC[C@@H](C(=O)N1CCN(CC1)C=1C2=C(N=CN1)[C@@H](C[C@H]2C)O)C2=CC=C(C=C2)Cl